3-(2-{5-[(7R)-7-amino-2-azabicyclo[2.2.1]heptane-2-carbonyl]-7-methoxy-1-methyl-1H-1,3-benzodiazol-2-yl}-1-(cyclopropylmethyl)-1H-pyrrolo[2,3-b]pyridin-6-yl)-4-methylbenzamide N[C@H]1C2N(CC1CC2)C(=O)C2=CC1=C(N(C(=N1)C1=CC=3C(=NC(=CC3)C=3C=C(C(=O)N)C=CC3C)N1CC1CC1)C)C(=C2)OC